N-(2-{octahydropyrrolo[3,2-b]pyrrol-1-yl}-2-oxoethyl)-6-(trifluoromethyl)pyridine-2-carboxamide N1(C2C(CC1)NCC2)C(CNC(=O)C2=NC(=CC=C2)C(F)(F)F)=O